O[C@@H](CNC1=N\C(\C(N1C)=O)=C/C=1C=C2C=NNC2=CC1)C1=CC=CC=C1 (5Z)-2-[[(2R)-2-Hydroxy-2-phenyl-ethyl]amino]-5-(1H-indazol-5-ylmethylene)-3-methyl-imidazol-4-one